6-(2-(5-Cyclopropyl-3-(2,6-dichlorophenyl)isoxazol-4-yl)-7-azaspiro[3.5]non-1-en-7-yl)-1-methyl-1H-indazol C1(CC1)C1=C(C(=NO1)C1=C(C=CC=C1Cl)Cl)C1=CC2(C1)CCN(CC2)C2=CC=C1C=NN(C1=C2)C